diethyldithiocarbamic acid trihydrate sodium salt [Na+].O.O.O.C(C)N(C([S-])=S)CC